N-(4-(2-(((1r,4r)-4-(dimethylamino)cyclohexyl)amino)-7-methyl-7H-pyrrolo[2,3-d]pyrimidin-6-yl)-2-fluorophenyl)-1-(4-fluorophenyl)methanesulfonamide CN(C1CCC(CC1)NC=1N=CC2=C(N1)N(C(=C2)C2=CC(=C(C=C2)NS(=O)(=O)CC2=CC=C(C=C2)F)F)C)C